(benzylamino)octanoate C(C1=CC=CC=C1)NC(C(=O)[O-])CCCCCC